N,N-dimethylhexanamine CN(CCCCCC)C